C(C)OC(C(C1=C2N(C=N1)C[C@@H](C2)F)N2N=C1C(=C(C=C(C1=C2)C(F)F)C2=CC=C(C=C2)OCCC2CCC(CC2)O)C)=O 2-[4-(difluoromethyl)-6-[4-[2-(4-hydroxycyclohexyl)ethoxy]phenyl]-7-methyl-indazol-2-yl]-2-[(6R)-6-fluoro-6,7-dihydro-5H-pyrrolo[1,2-c]imidazol-1-yl]acetic acid ethyl ester